trans-1-(tert-Butoxycarbonyl)-4-(4-methoxyphenyl)pyrrolidine-3-carboxylic acid C(C)(C)(C)OC(=O)N1C[C@H]([C@@H](C1)C1=CC=C(C=C1)OC)C(=O)O